FCCCCCSC1=CC(=C(C=C1OC)CC(CC)N)OC 1-(4-((5-fluoropentyl)thio)-2,5-dimethoxyphenyl)butan-2-amine